2-fluoro-2-imidazol-1-yl-acetic acid ethyl ester C(C)OC(C(N1C=NC=C1)F)=O